2,2',2''-trichlorotriethylamine ClCCN(CCCl)CCCl